1-(4-(5-(2-chloro-4-(trifluoromethyl)-phenyl)-2-(2-isobutoxy-6-methylphenyl)-4,5,6,7-tetrahydro-2H-pyrazolo[4,3-c]pyridin-3-yl)-2-fluorophenyl)urea ClC1=C(C=CC(=C1)C(F)(F)F)N1CC=2C(CC1)=NN(C2C2=CC(=C(C=C2)NC(=O)N)F)C2=C(C=CC=C2C)OCC(C)C